O=C1C(=C(C=NN1)O[C@H](CO[C@H](CC(=O)N1CCN(CC1)C1=CC=C(C=N1)C#N)C)C)C(F)(F)F 6-[4-[(3S)-3-[(2S)-2-[[6-oxo-5-(trifluoromethyl)-1,6-dihydropyridazin-4-yl]oxy]propoxy]butanoyl]piperazin-1-yl]pyridine-3-carbonitrile